6-fluoro-5-(8-((5-fluoro-2-methyl-3-oxo-3,4-dihydroquinoxalin-6-yl)methyl)-5,8-diazaspiro[3.5]nonan-5-yl)-N-methylpicolinamide FC1=C(C=CC(=N1)C(=O)NC)N1C2(CCC2)CN(CC1)CC=1C(=C2NC(C(=NC2=CC1)C)=O)F